bis(2-ethylhexanoic acid) titanium (IV) [Ti+4].C(C)C(C(=O)O)CCCC.C(C)C(C(=O)O)CCCC